CC(CN1C(C=CC2=C1N=C(N=C2)N[C@@H](C)C2=CC=C(CN1CCNCC1)C=C2)=O)(C)C 4-(4-{(S)-1-[8-(2,2-Dimethyl-propyl)-7-oxo-7,8-dihydro-pyrido[2,3-d]pyrimidin-2-ylamino]-ethyl}-benzyl)-piperazin